2-(1,3-dioxoisoindol-2-yl)acetic acid O=C1N(C(C2=CC=CC=C12)=O)CC(=O)O